NC1=NC=NN2C1=C(C(=N2)C2=CC=C(C=C2)NC(OC(C)(C)C)=O)Br tert-butyl (4-(4-amino-5-bromopyrazolo[5,1-f][1,2,4]triazin-6-yl)phenyl)carbamate